butyl-N-{[(3aR,4R,6R,6aS)-6-[5-(4-benzylthiophen-2-yl)-2-chloropyrrolo[2,3-d]pyrimidin-7-yl]-2,2-dimethyl-tetrahydro-3aH-cyclopenta[d][1,3]dioxol-4-yl]methyl}carbamate C(CCC)OC(NC[C@H]1C[C@H]([C@@H]2OC(O[C@@H]21)(C)C)N2C=C(C1=C2N=C(N=C1)Cl)C=1SC=C(C1)CC1=CC=CC=C1)=O